BrC1=NN(C(=C1)C(=O)NC1=C(C=C(C=C1C(=S)NC(C)C)Cl)Cl)C1=NC=CC=C1Cl 3-bromo-1-(3-chloropyridin-2-yl)-N-[2,4-dichloro-6-(isopropylaminothioformyl)phenyl]-1H-pyrazole-5-carboxamide